2,2,2-trifluoroethyl 2,4-dimethoxy-6-pentyl-benzenesulfonate COC1=C(C(=CC(=C1)OC)CCCCC)S(=O)(=O)OCC(F)(F)F